CN1C2CNC(C1)CC2 5-methyl-2,5-diazabicyclo[2.2.2]Octane